ClC1N(C(NC2=C3C(=C(C=C12)NC(C1=CC(=CC(=C1)F)C(F)(F)F)=O)C(NC3=O)(O)C3=C(C=C(C=C3)F)Cl)=O)CC(F)F N-[4-chloro-7-(2-chloro-4-fluorophenyl)-3-(2,2-difluoroethyl)-7-hydroxy-2,9-dioxo-2,3,4,7,8,9-hexahydro-1H-pyrrolo[4,3-h]quinazolin-6-yl]-5-fluoro-3-(trifluoromethyl)benzamide